C(CC)OC(CCCCCCC\C=C/CCCCCCCC)=O oleic acid propyl ester